(-)-benzoyl-mercapto-2-methylpropionic acid C(C1=CC=CC=C1)(=O)CC(C(=O)O)(C)S